O=C1NC(CCC1NC(=O)C=1N=CSC1OC)=O N-(2,6-dioxopiperidin-3-yl)-5-methoxythiazole-4-carboxamide